(2S,3R)-3-((2-methylamino-6-methylpyridin-4-yl)methyl)-N2-(1-methyl-1H-imidazol-2-yl)-N1-((R)-1-(3-chlorophenyl)propyl)-N2-methyl-4-oxoazetidine-1,2-dicarboxamide CNC1=NC(=CC(=C1)C[C@@H]1[C@H](N(C1=O)C(=O)N[C@H](CC)C1=CC(=CC=C1)Cl)C(=O)N(C)C=1N(C=CN1)C)C